CC1CN(CCO1)C(=O)O[C@@H]1CC[C@H](CC1)C(N(C[C@@H]1CC[C@H](CC1)C1=NC(=C(C=C1)OC)C)C1=NC=CC(=C1)C=1N=C(OC1)C1CC1)=O trans-4-((4-(2-Cyclopropyloxazol-4-yl)pyridin-2-yl)((trans-4-(5-methoxy-6-methylpyridin-2-yl)cyclohexyl)methyl)carbamoyl)cyclohexyl 2-methylmorpholine-4-carboxylate